(2,4-Dihydroxy-6-phenethylphenyl)prop-2-en-1-one OC1=C(C(=CC(=C1)O)CCC1=CC=CC=C1)C(C=C)=O